N-(6-methylpyridazin-3-yl)-6-(2-morpholinoethoxy)benzimidazol-5-amine CC1=CC=C(N=N1)NC1=CC2=C(N=CN2)C=C1OCCN1CCOCC1